1-cyclopropyl-4-iodo-1H-pyrazole-5-carboxylic acid ethyl ester C(C)OC(=O)C1=C(C=NN1C1CC1)I